1-(4-fluorophenyl)-6-methyl-5-(6-phenyl-3-(pyridin-2-ylmethyl)-3-azabicyclo[3.1.0]hexan-1-yl)-1H-indazole FC1=CC=C(C=C1)N1N=CC2=CC(=C(C=C12)C)C12CN(CC2C1C1=CC=CC=C1)CC1=NC=CC=C1